N,N-dimethylaminoethylmethacrylic acid CN(C)CCC=C(C(=O)O)C